FC[C@H]1O[C@@H]2OOO[C@@H]2[C@H]2CCO[C@@H]12 (1S,2R,6R,8S,9R)-8-(fluoromethyl)-pentaoxatricyclo[7.3.0.02,6]dodecane